3-methyl-4H-pyrido[1,2-a]pyrimidin-4-one CC1=CN=C2N(C1=O)C=CC=C2